6-chloro-2-(2-hydroxyethyl)-1H-indazol-3-one ClC1=CC=C2C(N(NC2=C1)CCO)=O